The molecule is a C45 carotenoid that is an intermediate in the biosyntheses of decaprenoxanthin by Corynebacterium glutamicum and gamma-cyclic sarcinaxanthin by Micrococcus luteus. It has a role as a bacterial metabolite. It is a C45 carotenoid and a primary allylic alcohol. CC(=CCC/C(=C/C=C/C(=C/C=C/C(=C/C=C/C=C(\\C)/C=C/C=C(\\C)/C=C/C=C(\\C)/CCC(C/C=C(\\C)/CO)C(=C)C)/C)/C)/C)C